4-Hydroxy-N-((4-(4-methoxy-3-methylphenyl)bicyclo[2.2.2]octan-1-yl)methyl)-N-(4-(1-(tert-pentyl)-1H-pyrazol-4-yl)pyridin-2-yl)cyclohexanecarboxamide OC1CCC(CC1)C(=O)N(C1=NC=CC(=C1)C=1C=NN(C1)C(C)(C)CC)CC12CCC(CC1)(CC2)C2=CC(=C(C=C2)OC)C